(E)-4-[5-(3-chloro-1H-1,2,4-triazol-1-yl)-3-ethyl-4-hydroxy-6-oxopyridazin-1(6H)-yl]-3,5-dimethylbenzaldehyde oxime ClC1=NN(C=N1)C1=C(C(=NN(C1=O)C1=C(C=C(/C=N/O)C=C1C)C)CC)O